BrCC1=CC=CC=2OCOC21 4-(bromomethyl)benzo[D][1,3]dioxole